C(CCCCCC(C)(C)C)(=O)[O-].[Ag+] silver neodecanoate salt